N1CCCCCCCC1 azonan